C(C)(C)C1=CC(=NC=C1)C1=NSC(=N1)NC1=NC=CC(=C1)C(F)(F)F 3-(4-isopropyl-pyridin-2-yl)-N-(4-(trifluoromethyl)pyridin-2-yl)-1,2,4-thiadiazol-5-amine